P(=O)(O)(O)O.N1C(N)=NC=2N=CNC2C1=O.C=C1CCC(CC1)CO 4-methylenecyclohexyl-methanol guanine-monophosphate